C(C)(C)(C)OC(=O)N1C(=CC2=CC=C(C=C12)CN1N=NC(=C1)C1=C2C=NN(C2=CC(=C1)C)C1OCCCC1)CNCC1CCC1 2-(((cyclobutylmethyl)amino)methyl)-6-((4-(6-methyl-1-(tetrahydro-2H-pyran-2-yl)-1H-indazol-4-yl)-1H-1,2,3-triazol-1-yl)methyl)-1H-indole-1-carboxylic acid tert-butyl ester